7-(1H-pyrazol-3-yl)-N4-((1-vinyl-2-oxabicyclo[2.2.2]octan-4-yl)methyl)quinoline-2,4-diamine N1N=C(C=C1)C1=CC=C2C(=CC(=NC2=C1)N)NCC12COC(CC1)(CC2)C=C